4-[[[(1,1-dimethylethyl)dimethylsilyl]oxy]methyl]-2-oxetanone CC(C)(C)[Si](OCC1CC(O1)=O)(C)C